benzyl 7-(hydroxymethyl)-5,9-dioxa-2-azaspiro[3.5]nonane-2-carboxylate OCC1COC2(CN(C2)C(=O)OCC2=CC=CC=C2)OC1